1-Benzyl 3-methyl pyrrolidine-1,3-dicarboxylate N1(CC(CC1)C(=O)OC)C(=O)OCC1=CC=CC=C1